4-(3-fluorophenyl)-1-(5-(isopropylthio)-4-(2-(trifluoromethyl)pyrimidin-5-yl)thiazol-2-yl)-3-methyl-1H-pyrazole-5-carboxylic acid FC=1C=C(C=CC1)C=1C(=NN(C1C(=O)O)C=1SC(=C(N1)C=1C=NC(=NC1)C(F)(F)F)SC(C)C)C